trimethoxy(ethyl)silane CO[Si](CC)(OC)OC